tert-butyl (8Z)-8-(methoxymethylene)-5-azaspiro[2.5]octane-5-carboxylate CO\C=C/1\CCN(CC12CC2)C(=O)OC(C)(C)C